1-(4-aminobenzoyl)-N-(4-(3-(pyridin-4-yl)phenyl)thiazol-2-yl)azetidine-2-carboxamide NC1=CC=C(C(=O)N2C(CC2)C(=O)NC=2SC=C(N2)C2=CC(=CC=C2)C2=CC=NC=C2)C=C1